(S)-6-ethyl-2-((4-((2-hydroxy-1-phenylethyl)amino)-5-(5-(2-hydroxypropan-2-yl)-1,3,4-oxadiazol-2-yl)pyridin-2-yl)amino)-7,7-dimethyl-6,7-dihydro-5H-pyrrolo[3,4-b]pyridin-5-one C(C)N1C(C2=NC(=CC=C2C1=O)NC1=NC=C(C(=C1)N[C@H](CO)C1=CC=CC=C1)C=1OC(=NN1)C(C)(C)O)(C)C